syn-Propanthial-S-oxid C(CC)=S=O